p-menthyl-phenol C1(CC(C(CC1)C(C)C)C1=CC=C(C=C1)O)C